FC(C(C(F)(F)F)(C(F)(F)F)OCCCCOC1CC(NC(C1)(C)C)(C)C)(F)F 4-(4-((1,1,1,3,3,3-hexafluoro-2-(trifluoromethyl)propan-2-yl)oxy)butoxy)-2,2,6,6-tetramethylpiperidine